O=C1CC2SC(=C(N12)C(=O)O)SC1CCNCC1 7-oxo-3-(piperidin-4-ylthio)-4-thia-1-azabicyclo[3.2.0]hept-2-ene-2-carboxylic acid